(R)-8-(8-((2-methylpyridin-3-yl)thio)-[1,2,4]triazolo[4,3-c]pyrimidin-5-yl)-8-azaspiro[4.5]decan-1-amine CC1=NC=CC=C1SC=1C=2N(C(=NC1)N1CCC3(CCC[C@H]3N)CC1)C=NN2